(R or S)-1-(2-(3-(2-(5-fluoro-thiophen-2-yl)ethyl)-1-(2-(6-methylpyridin-3-yl)propan-2-yl)pyrrolidin-3-yl)propan-2-yl)urea FC1=CC=C(S1)CC[C@@]1(CN(CC1)C(C)(C)C=1C=NC(=CC1)C)C(C)(C)NC(=O)N |o1:8|